C(C=1C=C(C=CC1)N)C=1C=C(C=CC1)N 3,3'-methylenebisbenzenamine